N-(4-amino-5-(1-cyclopropyl-1H-pyrazol-3-yl)pyridin-2-yl)acetamide NC1=CC(=NC=C1C1=NN(C=C1)C1CC1)NC(C)=O